(2-((2-((3-amino-4-(7-(dimethylamino)-2-azaspiro[3.5]nonan-2-yl)phenyl)amino)-5-chloropyrimidin-4-yl)amino)phenyl)dimethylphosphine NC=1C=C(C=CC1N1CC2(C1)CCC(CC2)N(C)C)NC2=NC=C(C(=N2)NC2=C(C=CC=C2)P(C)C)Cl